5-(1-(2-chlorophenyl)-1H-pyrazol-4-yl)-4-(2-methoxypyrimidin-5-yl)-1-methylpyridin-2(1H)-one ClC1=C(C=CC=C1)N1N=CC(=C1)C=1C(=CC(N(C1)C)=O)C=1C=NC(=NC1)OC